S(=O)(=O)(C1=CC=C(C)C=C1)N\N=C\CP(OCC)(OCC)=O diethyl (E)-(2-(2-tosylhydrazono)ethyl)phosphonate